C(C)(C)C1=C(C=CC=C1)O 2-isopropyl-phenol